(R)-N-((2-(6-(4-amino-3,3-difluoropyrrolidin-1-yl)pyridin-2-yl)-1,6-naphthyridin-7-yl)methyl)-4-methyl-3-(methylsulfonyl)benzamide N[C@H]1C(CN(C1)C1=CC=CC(=N1)C1=NC2=CC(=NC=C2C=C1)CNC(C1=CC(=C(C=C1)C)S(=O)(=O)C)=O)(F)F